N1CCC(CC1)N1CCNCC1 4-(4-piperidyl)piperazin